4-((1,3-Dimethyl-2-oxo-2,3-dihydro-1H-benzo[d]imidazol-5-yl)amino)benzoic acid ethyl ester C(C)OC(C1=CC=C(C=C1)NC1=CC2=C(N(C(N2C)=O)C)C=C1)=O